O=C1NC(CCC1N1CC2=C(C=C(C=C2C1=O)C=O)OC)=O 2-(2,6-dioxo-3-piperidyl)-7-methoxy-3-oxo-isoindoline-5-carbaldehyde